4-(2-(dimethyl-(phenyl)silyl)-1-phenylethyl)pyridine C[Si](CC(C1=CC=CC=C1)C1=CC=NC=C1)(C1=CC=CC=C1)C